3-[2-(2-aminoethoxy)ethyl]imidazolidine-2,4-dione NCCOCCN1C(NCC1=O)=O